S(=O)(=O)(O)O.C(CCCCCCCCCCC)C12C(C=CC=C1)O2 dodecyl-benzene oxide sulfate